2-bromo-1-(3-phenyl-1,2-oxazol-5-yl)ethanone BrCC(=O)C1=CC(=NO1)C1=CC=CC=C1